ClC1=C(C(=O)NCCNC(=O)[C@@H]2[C@H](CNCC2)O)C=CC(=C1)NC(=O)C=1N(C(=CN1)C1=C(C(=C(C=C1)OCC#N)F)F)C (3R,4S)-N-[2-[[2-Chloro-4-[[5-[4-(cyanomethoxy)-2,3-difluorophenyl]-1-methylimidazol-2-carbonyl]amino]benzoyl]amino]ethyl]-3-hydroxypiperidin-4-carboxamid